[Au].[Rb].[Ag] silver-rubidium-gold